2-[tert-butyl-(dimethyl)silyl]-4-[2-methoxy-4-(trifluoromethyl)benzoyl]-N,N-dimethylimidazole-1-sulfonamide C(C)(C)(C)[Si](C=1N(C=C(N1)C(C1=C(C=C(C=C1)C(F)(F)F)OC)=O)S(=O)(=O)N(C)C)(C)C